Cl.N[C@@H](CC(=O)OCC)C=1C(=C(C=C(C1F)C1CC1)C1=C(C=CC=C1C)C)F ethyl (S)-3-amino-3-(5-cyclopropyl-2,4-difluoro-2',6'-dimethyl-[1,1'-biphenyl]-3-yl)propanoate hydrochloride